P(=O)(O)(O)O.P(=O)(OCC(Cl)(Cl)Cl)(OCCCl)O tri-chloroethyl (2-chloroethyl) phosphate phosphate